3-(4-(tert-butoxycarbonyl)piperazin-1-yl)-4-(3,4-dichloro-5-methyl-1H-pyrrole-2-carboxamido)benzoic acid C(C)(C)(C)OC(=O)N1CCN(CC1)C=1C=C(C(=O)O)C=CC1NC(=O)C=1NC(=C(C1Cl)Cl)C